C(C)(C)(CCC)OOC1(CC(CC(C1)C)(C)C)OOC(C)(C)CCC 1,1-bis(t-hexylperoxy)-3,3,5-Trimethylcyclohexane